NC1=C(C(=NN1C)C1CC2CC(CC2C1)(C=1N(C=CN1)C)O)C(=O)NC1=CC(=C(C=C1)F)Cl 5-amino-N-(3-chloro-4-fluorophenyl)-3-(5-hydroxy-5-(1-methyl-1H-imidazol-2-yl)octahydropentalen-2-yl)-1-methyl-1H-pyrazole-4-carboxamide